(R)-(1-(3-formyl-7-(3-methoxypropoxy)-2H-indazol-2-yl)-3,3-dimethylbutan-2-yl)carbamic acid tert-butyl ester C(C)(C)(C)OC(N[C@@H](CN1N=C2C(=CC=CC2=C1C=O)OCCCOC)C(C)(C)C)=O